chlorobenzene chlorine [Cl].ClC1=CC=CC=C1